C(CS)(=O)OCC=CC crotyl thioglycolate